O1CC(C1)N1C=CC2=CC(=CC=C12)NC(CCC)=O N-[1-(oxetan-3-yl)indol-5-yl]butyramide